2-bromo-5-spiro[3.3]heptan-2-yl-1,3,4-oxadiazole BrC=1OC(=NN1)C1CC2(C1)CCC2